Cl.CNCC1C2=C(N(C(CC1)=O)C)C=CC=C2 N-Methyl-1-(1-methyl-2-oxo-2,3,4,5-tetrahydro-1H-benzo[b]azepin-5-yl)methanamine hydrochloride